(S)-1-(3-(pentafluoro-λ6-sulfanyl)phenyl)ethan-1-amine FS(C=1C=C(C=CC1)[C@H](C)N)(F)(F)(F)F